(3R,4S)-7-hydroxymethyl-2,2,9-trimethyl-4-(phenethylamino)-3,4-dihydro-2H-pyrano[2,3-g]quinoline-3-ol OCC1=NC=2C=C3C(=CC2C(=C1)C)OC([C@@H]([C@H]3NCCC3=CC=CC=C3)O)(C)C